Ethyl (Z)-3-[(3-ethoxy-3-oxo-propanoyl)amino]-2-ethyl-but-2-enoate C(C)OC(CC(=O)N\C(=C(/C(=O)OCC)\CC)\C)=O